tert-butyl (N-(2-(2-((3-cyano-6,7-dimethoxyquinolin-4-yl)amino)ethoxy)ethyl)sulfamoyl)carbamate C(#N)C=1C=NC2=CC(=C(C=C2C1NCCOCCNS(=O)(=O)NC(OC(C)(C)C)=O)OC)OC